CC1(OB(OC1(C)C)C1=CC2=C(OCCN2)N=C1)C 7-(4,4,5,5-tetramethyl-[1,3,2]dioxaborolan-2-yl)-2,3-dihydro-1h-pyrido[2,3-b][1,4]oxazine